CN1N=NC(=C1NC(OC(C)C=1C(=NC=CC1)F)=O)C1=NC(=C(C=C1)NS(=O)(=O)C)C 1-(2-fluoropyridin-3-yl)ethyl (1-methyl-4-(6-methyl-5-(methyl-sulfonamido)pyridin-2-yl)-1H-1,2,3-triazol-5-yl)carbamate